3-(4-(ethylsulfonamido)phenyl)-5-((5-(trifluoromethyl)pyridin-2-yl)amino)-1H-pyrazole-4-carboxamide C(C)S(=O)(=O)NC1=CC=C(C=C1)C1=NNC(=C1C(=O)N)NC1=NC=C(C=C1)C(F)(F)F